C1(CCCCC1)CN1N=NC(=C1)C1=CC=C(C=C1)C1=CC(N(C=C1)CCC(C(=O)NO)(S(=O)(=O)C)C)=O 4-(4-(4-(1-(cyclohexylmethyl)-1H-1,2,3-triazol-4-yl)phenyl)-2-oxopyridin-1(2H)-yl)-N-hydroxy-2-methyl-2-(methylsulfonyl)butanamide